CCCCCCCCCC(CCCCCCCCCCCCCCCCCCC)O nonacosan-10-ol